N1=C(C=CC2=CC=CN=C12)NC1CCC(CC1)=O 4-(naphthyridinylamino)cyclohexanone